(4S,5R)-5-[3-fluoro-5-(trifluoromethyl)phenyl]-N-(isoquinolin-4-ylmethyl)-4-methyl-2-oxo-1,3-oxazolidine-3-carboxamide FC=1C=C(C=C(C1)C(F)(F)F)[C@@H]1[C@@H](N(C(O1)=O)C(=O)NCC1=CN=CC2=CC=CC=C12)C